[O-2].[V+4].[O-2] Vanadium(IV) oxid